ClC1=CC=2C(=NN(N2)C2=C(C(=CC(=C2)C)C(C)(C)C)O)C=C1 2-(5-chloro-2H-benzotriazole-2-yl)-6-(1,1-dimethylethyl)-4-methylphenol